ClC=1C=C(C=CC1F)C(NC1=NC(=C(C=C1)F)C)C=1NC(=C(N1)C)CS(=O)(=O)C N-[(3-chloro-4-fluorophenyl)-[4-methyl-5-(methylsulfonylmethyl)-1H-imidazol-2-yl]methyl]-5-fluoro-6-methylpyridin-2-amine